2-amino-N-(2-aminoethoxy)-N-propyl-8-(pyrimidin-5-yl)-3H-benzo[b]azepine-4-carboxamide NC=1CC(=CC2=C(N1)C=C(C=C2)C=2C=NC=NC2)C(=O)N(CCC)OCCN